C(C)(C)(C)OC(=O)N1CC=2N(CC1C)C(N(C2C(=O)O)C=2C=C1C=NN(C1=CC2)C[C@H](C)O)=O 7-(tert-butoxycarbonyl)-2-{1-[(2S)-2-hydroxypropyl]indazol-5-yl}-6-methyl-3-oxo-5H,6H,8H-imidazo[1,5-a]pyrazine-1-carboxylic acid